2-(4-fluoro-1,2-dimethyl-1H-indol-5-yl)-4-(4-fluoropiperidine-1-carbonyl)-6,7-dimethoxy-3-methylisoquinolin-1(2H)-one FC1=C2C=C(N(C2=CC=C1N1C(C2=CC(=C(C=C2C(=C1C)C(=O)N1CCC(CC1)F)OC)OC)=O)C)C